ClC1=C(C=C(C=C1OC)OC)C1=CC2=C(N=C(N=C2)N[C@H]2[C@H](COC2)NC(C=C)=O)C(=N1)NC1CCOCC1 N-((3R,4S)-4-((6-(2-chloro-3,5-dimeth-oxyphenyl)-8-((tetrahydro-2H-pyran-4-yl)amino)pyrido[3,4-d]pyrimidin-2-yl)amino)tetrahydrofuran-3-yl)acryl-amide